BrC=1C=C2C(=NC=NN2C1)C1=CC(=C(CNC(OC(C)(C)C)=O)C=C1)C(F)(F)F tert-butyl (4-(6-bromopyrrolo[2,1-f][1,2,4]triazin-4-yl)-2-(trifluoromethyl)benzyl)carbamate